N1=CC(=CC=C1)C=CC(=O)NC(CNC(=O)C1=NC=CC=C1)CCCC N-(2-(3-(pyridin-3-yl)acrylamido)hexyl)pyridinecarboxamide